(R,E)-2-Fluoro-N-(7-methoxy-4-((2-methoxy-5-methyl-4-phenoxyphenyl)amino)quinazolin-6-yl)-3-(1-methylpyrrolidin-2-yl)acrylamide F\C(\C(=O)NC=1C=C2C(=NC=NC2=CC1OC)NC1=C(C=C(C(=C1)C)OC1=CC=CC=C1)OC)=C\[C@@H]1N(CCC1)C